tert-Butyl (S)-(1-bromo-5-methoxy-2-oxopentan-3-yl)carbamate BrCC([C@H](CCOC)NC(OC(C)(C)C)=O)=O